3-(1,1-difluoro-2-((1R,3s,5S)-3-(morpholine-4-carbonyl)-8-azabicyclo[3.2.1]octan-8-yl)-2-oxoethyl)-4-fluoro-N-(4-fluoro-3-methylphenyl)benzamide FC(C(=O)N1[C@H]2CC(C[C@@H]1CC2)C(=O)N2CCOCC2)(F)C=2C=C(C(=O)NC1=CC(=C(C=C1)F)C)C=CC2F